C(C)C1=NSN=C1C1=NC2=C(N1CC=1C=NC=CC1)C=CC=C2 3-ethyl-4-[1-(pyridin-3-ylmethyl)benzoimidazol-2-yl]-1,2,5-thiadiazole